CN1[C@@H]2CN([C@H](C1)C2)C2=NC=CC(=N2)NC2=CC1=C(C=N2)SC(=N1)C=1C=C(C=CC1)N1C[C@H](CC1)O (3S)-1-{3-[6-({2-[(1S,4S)-5-Methyl-2,5-diazabicyclo[2.2.1]heptan-2-yl]pyrimidin-4-yl}amino)-[1,3]thiazolo[5,4-c]pyridin-2-yl]phenyl}pyrrolidin-3-ol